ClC=1C=C(C=C2C(=C(C=NC12)C#N)NCC(C)(C)C)N[C@H](C=1N=NN(C1)C1(CC1)C(F)(F)F)C=1C=NC(=CC1)Cl (S)-8-chloro-6-(((6-chloropyridin-3-yl)(1-(1-(trifluoromethyl)cyclopropyl)-1H-1,2,3-triazol-4-yl)methyl)amino)-4-(neopentylamino)quinoline-3-carbonitrile